2-((S)-2-(4-chlorophenyl)-3-(4-((5R,7R)-7-hydroxy-5-methyl-6,7-dihydro-5H-cyclopenta[d]pyrimidin-4-yl)piperazin-1-yl)-3-oxopropylamino)-N,N-dimethylacetamide ClC1=CC=C(C=C1)[C@@H](CNCC(=O)N(C)C)C(=O)N1CCN(CC1)C=1C2=C(N=CN1)[C@@H](C[C@H]2C)O